NC1C[C@H]2CC[C@@H](C1)N2C2=NC(=NC1=C(C(=C(C=C21)Cl)C2=CC=C(C1=C2N=C(S1)N)F)F)OC[C@]12CCCN2C[C@@H](C1)F 4-(4-((1R,5S)-3-amino-8-azabicyclo[3.2.1]octan-8-yl)-6-chloro-8-fluoro-2-(((2R,7aS)-2-fluorotetra-hydro-1H-pyrrolizin-7a(5H)-yl)methoxy)quinazolin-7-yl)-7-fluorobenzo[d]thiazol-2-amine